(S)-N-((R)-1-(3-chloro-2-fluoropyridin-4-yl)pent-4-en-1-yl)-2-methylpropan-2-sulfinamide ClC=1C(=NC=CC1[C@@H](CCC=C)N[S@@](=O)C(C)(C)C)F